3-(2-thienyl)-1,2-dihydroquinoxalin-2-one hydrochloride Cl.S1C(=CC=C1)C=1C(NC2=CC=CC=C2N1)=O